CC1(CC=2C=CC=N(C2CC1)=O)C 6,6-dimethyl-1-oxo-5,6,7,8-tetrahydro-1λ5-Quinoline